2-[(8-{6-[(4-chloro-2-fluorophenyl)methoxy]pyridin-2-yl}-3,8-diazabicyclo[3.2.1]octan-3-yl)methyl]-3-[(2S)-oxetan-2-ylmethyl]-1,3-benzodiazole-5-carboxylic acid ClC1=CC(=C(C=C1)COC1=CC=CC(=N1)N1C2CN(CC1CC2)CC=2N(C1=C(N2)C=CC(=C1)C(=O)O)C[C@H]1OCC1)F